(difluoro-sulfanylidene)-diethyl-ammonium tetrafluoroborate F[B-](F)(F)F.FS(F)=[N+](CC)CC